6'-amino-2'-(3-fluoro-4-(trifluoromethyl)benzyl)-1'-oxo-1',4'-dihydro-2'H-spiro[cyclopentane-1,3'-isoquinoline]-4'-carboxylic acid NC=1C=C2C(C3(N(C(C2=CC1)=O)CC1=CC(=C(C=C1)C(F)(F)F)F)CCCC3)C(=O)O